C(CCCCCCC\C=C/CCCCCCCC)(=O)[O-] oleoate